ClC=1C(=NN2C1N=CC1=C2[C@@](C[C@H]1C(=O)NC=1C=NC(=C(C1)Cl)N1N=CC=N1)(C=1C=NN(C1)C)C)F (6R,8S)-3-chloro-N-(5-chloro-6-(2H-1,2,3-triazol-2-yl)pyridin-3-yl)-2-fluoro-8-methyl-8-(1-methyl-1H-pyrazol-4-yl)-7,8-dihydro-6H-cyclopenta[e]pyrazolo[1,5-a]pyrimidine-6-carboxamide